(2-chloro-4-phenoxyphenyl)(5-(ethoxy-d5)-4-(((3R,6S)-6-(hydroxymethyl)tetrahydro-2H-pyran-3-yl)amino)-1H-pyrrolo[2,3-b]pyridin-3-yl)methanone ClC1=C(C=CC(=C1)OC1=CC=CC=C1)C(=O)C1=CNC2=NC=C(C(=C21)N[C@H]2CO[C@@H](CC2)CO)OC(C([2H])([2H])[2H])([2H])[2H]